C(C)(=O)OCC(CC1=C(N(C2=CC=C(C=C12)Br)CC)C=1C(=NC=C(C1)N1C(C(N(C(C1([2H])[2H])([2H])[2H])C1CC1)([2H])[2H])([2H])[2H])[C@H](C)OC)(C)C (S)-3-(5-bromo-2-(5-(4-cyclopropylpiperazin-1-yl-2,2,3,3,5,5,6,6-d8)-2-(1-methoxyethyl)pyridin-3-yl)-1-ethyl-1H-indol-3-yl)-2,2-dimethylpropyl acetate